4-(1-aminocyclobutyl)-N-((6,7-difluoro-9H-carbazol-2-yl)methyl)benzamide hydrochloride Cl.NC1(CCC1)C1=CC=C(C(=O)NCC2=CC=3NC4=CC(=C(C=C4C3C=C2)F)F)C=C1